C1(NN=CC=2CCCCC12)=O 5,6,7,8-tetrahydro-phthalazin-1(2H)-one